Methyl 5-benzyl-3-(2-(isoquinoline-1-carboxamido)ethyl)-4,5-dihydroisoxazole-5-carboxylate C(C1=CC=CC=C1)C1(CC(=NO1)CCNC(=O)C1=NC=CC2=CC=CC=C12)C(=O)OC